COC(=O)C1CC=C(CC1)C=1C=C2C(=NC(=NC2=CC1OC)C)O 4-(4-hydroxy-7-methoxy-2-methyl-quinazolin-6-yl)cyclohex-3-ene-1-carboxylic acid methyl ester